COC1=C(C=NC=C1)C(=O)NCC1=CC=C(C=C1)B1OC(C(O1)(C)C)(C)C 4-methoxy-N-[[4-(4,4,5,5-tetramethyl-1,3,2-dioxaborolan-2-yl)phenyl]methyl]pyridine-3-carboxamide